4-[(3-{8-bromo-3-[(trifluoromethyl)sulfanyl]indolizin-2-yl}prop-2-yn-1-yl)amino]-N-methylbenzamide BrC1=CC=CN2C(=C(C=C12)C#CCNC1=CC=C(C(=O)NC)C=C1)SC(F)(F)F